C(\C=C\C(=O)O)(=O)O.C(\C=C\C(=O)O)(=O)O.ClC1=CC(=C(CN2C[C@@H](NCC2)C)C=C1Cl)OCC (S)-1-(4,5-dichloro-2-ethoxybenzyl)-3-methylpiperazine difumarate